ClC=1C(N(C(=CC1OCC1=NC=C(C=C1F)F)C)C1=CC(=NC=C1C)C(=O)N(C)OC)=O 3-chloro-4-((3,5-difluoropyridin-2-yl)methoxy)-N-methoxy-N,5',6-trimethyl-2-oxo-2H-[1,4'-bipyridine]-2'-carboxamide